[8-(2,1,3-benzothiadiazol-4-ylsulfonyl)-3,8-diazabicyclo[3.2.1]oct-3-yl](1H-1,2,3-triazol-5-yl)methanone N=1SN=C2C1C=CC=C2S(=O)(=O)N2C1CN(CC2CC1)C(=O)C1=CN=NN1